ethyl cis-6-chloro-5-((3-((S)-3-(3,5-difluorophenyl)isoxazolidine-2-carbonyl)-3-methylcyclobutyl)amino)pyrimidine-4-carboxylate ClC1=C(C(=NC=N1)C(=O)OCC)NC1CC(C1)(C)C(=O)N1OCC[C@H]1C1=CC(=CC(=C1)F)F